C(C)OC(=O)C=1C=NN(C1)C1(CCC1)C(NC1=C(C=C(C=C1)C(F)(F)F)Cl)=O 1-(1-((2-chloro-4-(trifluoromethyl)phenyl)carbamoyl)cyclobutyl)-1H-pyrazole-4-carboxylic acid ethyl ester